2-[5-bromo-2-(2-fluorophenyl)-6-oxo-pyrimidin-1-yl]acetic acid ethyl ester C(C)OC(CN1C(=NC=C(C1=O)Br)C1=C(C=CC=C1)F)=O